COC1=CC(=C2C=NNC2=C1)C=1SC=CN1 2-(6-methoxy-1H-indazol-4-yl)thiazol